C(N)(=O)C1=C(C(=NN1CC1C2(CN(C2)C(=O)OC(C)(C)C)CC1)C1CC1)C(F)(F)F tert-butyl 5-{[5-carbamoyl-3-cyclopropyl-4-(trifluoromethyl)-1H-pyrazol-1-yl]methyl}-2-azaspiro[3.3]heptane-2-carboxylate